2-(bis(4-methoxybenzyl)amino)-4-((2-cyclopropylethyl)amino)pyrido[4,3-d]pyrimidin-5(6H)-one COC1=CC=C(CN(C=2N=C(C3=C(N2)C=CNC3=O)NCCC3CC3)CC3=CC=C(C=C3)OC)C=C1